1-N'-[5-chloro-6-[7-methoxy-6-(1,3,4-oxadiazol-2-yl)quinolin-4-yl]oxypyridin-3-yl]-l-N-(4-fluorophenyl)cyclopropane-1,1-dicarboxamide ClC=1C=C(C=NC1OC1=CC=NC2=CC(=C(C=C12)C=1OC=NN1)OC)NC(=O)C1(CC1)C(=O)NC1=CC=C(C=C1)F